(6-((6-methoxy-5-(trifluoromethyl)pyridin-2-yl)methyl)-2-azaspiro[3.3]heptan-2-yl)methanone COC1=C(C=CC(=N1)CC1CC2(CN(C2)C=O)C1)C(F)(F)F